N1=CC=C(C=C1)CNC(NC1=CC=C(C=C1)S(=O)(=O)NCC1=CC=C(C=C1)C(F)(F)F)=O 4-(3-(pyridin-4-ylmethyl)ureido)-N-(4-(trifluoromethyl)benzyl)benzenesulfonamide